C1(CC1)C=1C(=CC=2N(N1)C(=CN2)C2=C(C=C(C(=N2)N[C@H]2CNCCC2)F)F)OC (R)-6-(6-cyclopropyl-7-methoxyimidazo[1,2-b]pyridazin-3-yl)-3,5-difluoro-N-(piperidin-3-yl)pyridin-2-amine